N-[5-cyclopropyl-1-(8-fluoroquinolin-5-yl)piperidin-3-yl]-N-methyl-2-(morpholin-4-yl)acetamide C1(CC1)C1CC(CN(C1)C1=C2C=CC=NC2=C(C=C1)F)N(C(CN1CCOCC1)=O)C